6-chloro-1-(1-(2-(quinolin-6-yl)acetyl)piperidin-4-yl)-1,3-dihydro-2H-benzo[d]imidazol-2-one ClC=1C=CC2=C(N(C(N2)=O)C2CCN(CC2)C(CC=2C=C3C=CC=NC3=CC2)=O)C1